Methyl 3-(7-(2-(cyclohex-2-en-1-ylamino)-2-oxoethoxy) naphthalen-2-yl)-3-(4-methoxy-2-methylphenyl)propanoate C1(C=CCCC1)NC(COC1=CC=C2C=CC(=CC2=C1)C(CC(=O)OC)C1=C(C=C(C=C1)OC)C)=O